2-[4-(9H-carbazol-9-yl)phenyl]-4-(dibenzofuran-3-yl)-6-phenyl-1,3,5-triazine C1=CC=CC=2C3=CC=CC=C3N(C12)C1=CC=C(C=C1)C1=NC(=NC(=N1)C=1C=CC2=C(OC3=C2C=CC=C3)C1)C1=CC=CC=C1